2,5-bis(3-pyridyl)p-xylene N1=CC(=CC=C1)C1=C(C=C(C(=C1)C)C=1C=NC=CC1)C